methyl 4-bromo-2-(2-methoxy ethyl)indazole-7-carboxylate BrC=1C2=CN(N=C2C(=CC1)C(=O)OC)CCOC